C(CCCCCCCC=C)C=1N(C=CC1F)C1=CC=CC=C1 2-(dec-9-en-1-yl)-3-fluoro-1-phenyl-1H-pyrrole